di((9Z,12Z)-octadec-9,12-dien-1-yl)4,4'-((3-((2-hydroxyethyl)(4-(((9Z,12Z)-octadec-9,12-dien-1-yl)oxy)-4-carbonylbutyl)amino)propyl)azanediyl)dibutyrate C(CCCCCCC\C=C/C\C=C/CCCCC)OC(CCCN(CCCC(=O)OCCCCCCCC\C=C/C\C=C/CCCCC)CCCN(CCCC(=C=O)OCCCCCCCC\C=C/C\C=C/CCCCC)CCO)=O